(S)-(1R,6R)-N-(6-(3-oxabicyclo[4.1.0]heptan-7-yl)-7-chloroisoquinolin-3-yl)-6-oxaspiro[2.5]octane-1-carboxamide [C@@H]12COCC[C@@H]2C1C=1C=C2C=C(N=CC2=CC1Cl)NC(=O)[C@@H]1CC12CCOCC2